CC1=NOC2=NC=C(C=C21)N 3-methylisoxazolo[5,4-b]-pyridin-5-amine